COC(NC1=NC=CC(=C1)C1=NC(=C(C=C1)OC[C@@](CC(C)C)(C)N)C(F)F)=O (S)-(5-((2-amino-2,4-dimethylpentyl)oxy)-6-(difluoromethyl)-[2,4'-bipyridyl]-2'-yl)carbamic acid methyl ester